1-(acetyloxy)ethyl 3-[3-(5-{[(5-chlorothiophen-2-yl)methyl]amino}-1-(2,2-dimethylpropanoyl)-1H-pyrazol-3-yl)-2-oxo-1,2-dihydropyridin-1-yl]propanoate ClC1=CC=C(S1)CNC1=CC(=NN1C(C(C)(C)C)=O)C=1C(N(C=CC1)CCC(=O)OC(C)OC(C)=O)=O